4-[4-(1-cyclopropyl-1H-pyrazol-4-yl)-2-methylbenzenesulfonyl]-1,5-dimethyl-1,2,3,4-tetrahydroquinoxaline C1(CC1)N1N=CC(=C1)C1=CC(=C(C=C1)S(=O)(=O)N1CCN(C2=CC=CC(=C12)C)C)C